C(#N)C1(CCOCC1)C1=NC=CC(=C1)N(S(=O)(=O)C1CC1)CC1=CC=C(C=C1)OC N-[2-(4-cyanooxan-4-yl)pyridin-4-yl]-N-[(4-methoxyphenyl)methyl]cyclopropanesulfonamide